BrN1C(N(C(N(C1=O)Br)=O)Br)=O 1,3,5-Tribromo-1,3,5-triazinane-2,4,6-trione